trimethyl-acetyl-ammonium chloride [Cl-].C[N+](C(C)=O)(C)C